CN1C(N(C2=C1C(=CC=C2)N2CCC(CC2)NC)C2C(NC(CC2)=O)=O)=O 3-(3-methyl-4-(4-(methylamino)piperidin-1-yl)-2-oxo-2,3-dihydro-1H-benzo[d]imidazol-1-yl)piperidine-2,6-dione